2-methylpyrazole-3-sulfonamide CN1N=CC=C1S(=O)(=O)N